FC=1C(=C2C(=NC(=NC2=C(C1)F)OC[C@]12CCCN2C[C@@H](C1)F)N1CC2(CCC(C1)N2C(=O)OC(C)(C)C)COC)OC tert-butyl 3-(6,8-difluoro-2-(((2R,7aS)-2-fluorotetrahydro-1H-pyrrolizin-7a(5H)-yl)methoxy)-5-methoxy quinazolin-4-yl)-1-(methoxymethyl)-3,8-diazabicyclo[3.2.1]octane-8-carboxylate